ClC=1C(=CC(=CC1)Cl)Cl 5-chloro-(2,4-dichlorobenzene)